ClC1=C(C=CC=2C(=C3N(C12)CCC(N3)=O)C=3C=NN(C3)C3OCCCC3)Cl 6,7-Dichloro-10-(1-tetrahydropyran-2-ylpyrazol-4-yl)-3,4-dihydro-1H-pyrimido[1,2-a]indol-2-one